CC1=C(C=C(C=C1)C(NC1=CC(=CC=C1)C(F)(F)F)=O)C#CC1=CN=C2N1C=CC=C2 3-((2-methyl-5-((3-(trifluoromethyl)phenyl)carbamoyl)phenyl)ethynyl)imidazo[1,2-a]pyridin